C(C)O[Si](OCC)(OCC)CCCNCCCCCCCC[Si](OCC)(OCC)C (triethoxysilylpropyl)-(methyldiethoxysilyloctyl)amine